C(C)OC1=CC(=NC=C1C#N)[C@H](C)N1C(C2=CC(=CC(=C2CC1)C1=CN(C(C=C1C(F)(F)F)=O)C)CN1C(=NC=C1)C)=O (S)-4-ethoxy-6-(1-(7-((2-methyl-1H-imidazol-1-yl)methyl)-5-(1-methyl-6-oxo-4-(trifluoromethyl)-1,6-dihydropyridin-3-yl)-1-oxo-3,4-dihydroisoquinolin-2(1H)-yl)ethyl)nicotinonitrile